7',8'-dihydro-5'H-spiro[cyclopentane-1,6'-quinolin]-3'-amine N1=CC(=CC=2CC3(CCC12)CCCC3)N